O1C(CCCC1)OCCCCC\C=C\CCCCCOC1OCCCC1 (E)-1,12-bis((tetrahydro-2H-pyran-2-yl)oxy)dodec-6-ene